6-bromo-8-(but-3-en-1-yloxy)-1,7-naphthyridine BrC=1C=C2C=CC=NC2=C(N1)OCCC=C